[4-Methyl-3-[[1-[(2-methylpropan-2-yl)oxycarbonylamino]cyclopropyl]methoxy]-1-(5-methyl-1,3-thiazol-2-yl)-6,7-dihydro-5H-cyclopenta[c]pyridin-6-yl]methyl 4-methylbenzenesulfonate CC1=CC=C(C=C1)S(=O)(=O)OCC1CC2=C(C(=NC(=C2C)OCC2(CC2)NC(=O)OC(C)(C)C)C=2SC(=CN2)C)C1